C(N)(=N)C=1C=C(SC1)[C@@H](C)NC(=O)[C@H]1N(C[C@@H](C1)F)C(CNC(=O)C=1C=CC=2C(C3=CC=CC=C3C2C1)(F)F)=O (2S,4R)-N-((R)-1-(4-carbamimidoylthiophen-2-yl)ethyl)-1-((9,9-difluoro-9H-fluorene-3-carbonyl)glycyl)-4-fluoropyrrolidine-2-carboxamide